6-[(morpholin-4-yl)methyl]-1H-1,3-benzodiazol N1(CCOCC1)CC=1C=CC2=C(NC=N2)C1